4-(2-methoxy-4-{6-oxo-2h,4h,5h,6h,7h-pyrazolo[3,4-b]pyridin-4-yl}phenoxymethyl)-3-(trifluoromethyl)benzamide COC1=C(OCC2=C(C=C(C(=O)N)C=C2)C(F)(F)F)C=CC(=C1)C1C=2C(NC(C1)=O)=NNC2